6-methylpicolinate CC1=CC=CC(=N1)C(=O)[O-]